rel-(1R,2R,6R)-6-isopropyl-2,4-dimethylcyclohex-3-en-1-ol C(C)(C)[C@H]1CC(=C[C@H]([C@H]1O)C)C |o1:3,7,8|